5,7-dimethylindole-2,3-dione CC=1C=C2C(C(NC2=C(C1)C)=O)=O